N1C(CCCC1)CC(=O)O.FC=1C=CC(=C(C1)CCC1=CC(=C(C=C1)C(CC1=CC(=CC=C1)F)=O)F)O (5-fluoro-2-hydroxyphenyl)-2-(3-fluoro-4-(2-(3-fluorophenyl)acetyl)phenyl)ethane piperidine-2-acetate